1-tert-butyl 2-(1,3-dioxo-2,3-dihydro-1H-isoindol-2-yl) (2S,4S)-4-fluoropyrrolidine-1,2-dicarboxylate F[C@H]1C[C@H](N(C1)C(=O)OC(C)(C)C)C(=O)ON1C(C2=CC=CC=C2C1=O)=O